2-{5-phenyl-5'-(dibenzothiophene-4-yl)-1,1'-biphenyl-3-yl}-4,6-diphenyl-1,3,5-triazine C1(=CC=CC=C1)C=1C=C(C=C(C1)C1=CC=CC(=C1)C1=CC=CC2=C1SC1=C2C=CC=C1)C1=NC(=NC(=N1)C1=CC=CC=C1)C1=CC=CC=C1